FC=1C=C(C(=NC1)OC)N1N(C=CC1)C 2-(5-fluoro-2-methoxypyridin-3-yl)-1-methylpyrazol